1,1,3-Tris(3-methyl-4-hydroxyphenyl)propane CC=1C=C(C=CC1O)C(CCC1=CC(=C(C=C1)O)C)C1=CC(=C(C=C1)O)C